5-Bromo-4-(tert-butoxycarbonylamino)-1H-pyrrole-2-carboxylic acid ethyl ester C(C)OC(=O)C=1NC(=C(C1)NC(=O)OC(C)(C)C)Br